(tert-butoxy)-4-oxobutaneamide C(C)(C)(C)OC(C(=O)N)CC=O